2,2-dimethyl-4-oxo-3,8,11,14,17,20,23,26,29-nonaoxa-5-azahentriacontan-31-yl 4-methylbenzenesulfonate CC1=CC=C(C=C1)S(=O)(=O)OCCOCCOCCOCCOCCOCCOCCOCCOCCNC(OC(C)(C)C)=O